CC1(C2C=CC(C1)C2)C(=O)N endo-2-methyl-bicyclo[2.2.1]hept-5-ene-2-carboxamide